(R or S)-6-(amino(3-chloro-4-fluorophenyl)methyl)picolinonitrile hydrochloride Cl.N[C@@H](C1=CC=CC(=N1)C#N)C1=CC(=C(C=C1)F)Cl |o1:2|